N-isopropyl-N-methyl-6-oxo-4-phenyl-1,6-dihydropyridine-3-carboxamide C(C)(C)N(C(=O)C1=CNC(C=C1C1=CC=CC=C1)=O)C